FC(C1=NN(C=C1NC(=O)C=1C=NN2C1N=C(C=C2)N(C)C)C2CCC(CC2)CO)F N-[3-(difluoromethyl)-1-[4-(hydroxymethyl)cyclohexyl]pyrazol-4-yl]-5-(dimethylamino)pyrazolo[1,5-a]pyrimidine-3-carboxamide